(R)-2-(6-oxo-5-((1-(2-phenyloxazol-5-yl)ethyl)amino)-2-(piperidin-1-yl)pyrimidin-1(6H)-yl)acetic acid O=C1C(=CN=C(N1CC(=O)O)N1CCCCC1)N[C@H](C)C1=CN=C(O1)C1=CC=CC=C1